O=C([C@H](O)[C@@H](O)[C@H](O)[C@H](O)CO)[O-].[Mg+2].O=C([C@H](O)[C@@H](O)[C@H](O)[C@H](O)CO)[O-] magnesium ketogluconate